C(C)OC(=O)C=1N(C2=CC=C(C(=C2C1C)[N+](=O)[O-])OC)C 5-methoxy-1,3-dimethyl-4-nitro-1H-indole-2-carboxylic acid ethyl ester